2,4,6-triisopropyl-2',6'-dimethoxy-1,1'-biphenyl C(C)(C)C1=C(C(=CC(=C1)C(C)C)C(C)C)C1=C(C=CC=C1OC)OC